NC1=NC=CC(=N1)C(=O)N[C@@H]1CNC[C@H]1NC(C1=C(C=C(C=C1)C(C1=C(C=CC=C1)O)=O)OC)=O 2-amino-N-[(3R,4R)-4-[4-(2-hydroxybenzoyl)-2-methoxybenzamido]pyrrolidin-3-yl]pyrimidine-4-carboxamide